1-(5-((4-(4-((3-isopropoxyazetidine-1-carboxamido)methyl)-3-methylphenyl)pyrimidin-2-yl)amino)pyridin-2-yl)piperidin C(C)(C)OC1CN(C1)C(=O)NCC1=C(C=C(C=C1)C1=NC(=NC=C1)NC=1C=CC(=NC1)N1CCCCC1)C